C(C1=CC=CC=C1)(=O)O[C@@H]1C[C@H]([C@@H](O[C@H]1O[C@H](C)CCC=C)C)OC(C1=CC=CC=C1)=O benzoic acid (2s,3R,5R,6R)-5-(benzoyloxy)-6-[(2R)-hex-5-en-2-yloxy]-2-methyl-oxan-3-yl ester